6-(3,4-dimethylphenyl)-3-((1,1-dioxido-2,3-dihydrothiophen-3-yl)amino)isoxazolo[4,5-c]pyridin-4(5H)-one CC=1C=C(C=CC1C)C1=CC2=C(C(N1)=O)C(=NO2)NC2CS(C=C2)(=O)=O